6-amino-7-fluoro-2H-1,4-benzoxazine NC=1C(=CC2=C(N=CCO2)C1)F